tetraethyl ((5,5,5-trifluoro-4-hydroxypentanamido)methylene)bis(phosphonate) FC(C(CCC(=O)NC(P(OCC)(OCC)=O)P(OCC)(OCC)=O)O)(F)F